5-(4-(1-(4-((R)-2-(3-Chloro-4-cyanophenyl)-3-methyl-2,8-diazaspiro[4.5]decan-8-yl)benzoyl)piperidin-4-yl)piperazin-1-yl)-N-((R)-2,6-dioxopiperidin-3-yl)picolinamide ClC=1C=C(C=CC1C#N)N1CC2(C[C@H]1C)CCN(CC2)C2=CC=C(C(=O)N1CCC(CC1)N1CCN(CC1)C=1C=CC(=NC1)C(=O)N[C@H]1C(NC(CC1)=O)=O)C=C2